O=C1NC(CCC1N1C(C2=CC=CC(=C2C1=O)NCC=1C=NN(C1)C1CCN(CC1)C(=O)OCC(Cl)(Cl)Cl)=O)=O 2,2,2-trichloroethyl 4-(4-(((2-(2,6-dioxopiperidin-3-yl)-1,3-dioxoisoindolin-4-yl)amino)methyl)-1H-pyrazol-1-yl)piperidine-1-carboxylate